1-(4-bromobutoxy)-3-((2-ethylhexyl)oxy)-5-pentadecylbenzene BrCCCCOC1=CC(=CC(=C1)CCCCCCCCCCCCCCC)OCC(CCCC)CC